C12(CC3CC(CC(C1)C3)C2)P(C23CC1CC(CC(C2)C1)C3)C31CC2CC(CC(C3)C2)C1 tri-adamantyl-phosphine